C(C)(CC)C1N(CC2=C(NC1=O)C=NC=C2F)C(=NC#N)N 3-(sec-butyl)-N'-cyano-6-fluoro-2-oxo-1,2,3,5-tetrahydro-4H-pyrido[3,4-e][1,4]diazepine-4-carboxamidine